C(C)(C)(C)OC(=O)N1[C@H](CC[C@@H](C1)NC(=O)C=1N(C2=CC(=CC=C2C1)C(F)(F)F)C)C=1OC(=NN1)OCCOC(F)(F)F (2R,5S)-5-[[1-methyl-6-(trifluoromethyl)indole-2-carbonyl]amino]-2-[5-[2-(trifluoromethoxy)ethoxy]-1,3,4-oxadiazol-2-yl]piperidine-1-carboxylic acid tert-butyl ester